ClC1=C(C(=CC=C1)Cl)N1CC(C1)C1=CC(=C(CN2CC(C2)(O)C(F)(F)F)C(=C1)C)C 1-(4-(1-(2,6-dichlorophenyl)azetidin-3-yl)-2,6-dimethylbenzyl)-3-(trifluoromethyl)azetidin-3-ol